C1=CC=CC=2C3=CC=CC=C3C(C12)COC(=O)N1[C@H]([C@@H]([C@H](C1)O)N1CCN(CCN(CCN(CC1)CC(=O)O)CC(=O)O)CC(=O)O)C(=O)O 2,2',2''-(10-((2R,3S,4S)-1-(((9H-fluoren-9-yl)methoxy)carbonyl)-2-carboxy-4-hydroxypyrrolidin-3-yl)-1,4,7,10-tetraazacyclododecane-1,4,7-triyl)triacetic acid